behenyl myristat C(CCCCCCCCCCCCC)(=O)OCCCCCCCCCCCCCCCCCCCCCC